HEXENYL-2-TRANS-ACETATE C(=CCCCC)CC(=O)[O-]